NC=1C=C(C(=NC1)C1=NC(=CC=C1)C)C=1C=CC=2N(C1)C(=CN2)C(=O)N 6-(5-Amino-6'-methyl-[2,2'-bipyridin]-3-yl)imidazo[1,2-a]pyridin-3-carboxamid